N-benzyl-N,N,N-triethylammonium C(C1=CC=CC=C1)[N+](CC)(CC)CC